BrC1=CC(=C(C=C1)Cl)Cl 4-bromo-1,2-dichlorobenzene